BrC1=CC=C(C=N1)[C@H]1[C@@H](C1)N(C(OC(C)(C)C)=O)C1CCC(CC1)NC(=O)OC(C)(C)C tert-butyl ((trans)-2-(6-bromopyridin-3-yl)cyclopropyl)(4-((tert-butoxycarbonyl)amino)cyclohexyl)carbamate